NC=1C=2N(C3=CC=C(C=C3N1)C1=CC=NN1)C=C(C2)CNC(=O)C2=NC=CC=C2 N-((4-amino-7-(1H-pyrazol-5-yl)pyrrolo[1,2-a]quinoxalin-2-yl)methyl)pyridinecarboxamide